NC1=NC(=NC(=C1)N1CCOCC1)Cl 4-amino-2-chloro-6-(4-morpholinyl)pyrimidine